CC1=NNC2=NC=C(C=C21)C=2N1C(=NN2)CCC1C1=CC=C(C=C1)C(F)(F)F 3-methyl-5-(5-(4-(trifluoromethyl)phenyl)-6,7-dihydro-5H-pyrrolo[2,1-c][1,2,4]triazol-3-yl)-1H-pyrazolo[3,4-b]pyridine